C1(C=CC=C1)=O.C1(C=CC=C1)=O.[Mn+3] manganese (III) dicyclopentadienone